CC1CC(C1)(C1=NN=CN1C)C=1C=C(C=NC1)C1=NN2C(C=CC=C2C(=O)N)=C1 5-[(1r,3s)-3-methyl-1-(4-methyl-1,2,4-triazol-3-yl)cyclobutyl]pyridin-3-ylpyrazolo[1,5-a]pyridine-7-carboxamide